nitrogen (isopropyl)-phosphine C(C)(C)P.[N]